(1S,2S,4R,8S,9S,11S,12S,13R)-8-[2-(4-Aminophenoxy)acetyl]-11-hydroxy-9,13-dimethyl-6-propyl-5,7-dioxapentacyclo[10.8.0.02,9.04,8.013,18]icosa-14,17-dien-16-one NC1=CC=C(OCC(=O)[C@@]23OC(O[C@@H]2C[C@H]2[C@@H]4CCC5=CC(C=C[C@@]5([C@H]4[C@H](C[C@]32C)O)C)=O)CCC)C=C1